C(C)(C)(C)OC(=O)N1CCN(CC1)C1=NC=C(C=C1)N.CC(C)(C)[S@@](=O)N[C@H](C)C1=C(C(=CC=C1)S(=O)(=O)C)C (R)-2-methyl-N-((R)-1-(2-methyl-3-(methylsulfonyl)phenyl)ethyl)propane-2-sulfinamide tert-butyl-4-(5-aminopyridin-2-yl)piperazine-1-carboxylate